FC=1C=C(C=CC1)NC1=CSC=2C1=NC(=CC2)C=2C=NN(C2)C N-(3-fluorophenyl)-5-(1-methyl-1H-pyrazol-4-yl)thieno[3,2-b]pyridin-3-amine